CC(C)(C)[S@@](=O)NC=1C2(CN3NC=CC31)CCNCC2 (R)-2-methyl-N-((S)-4H,6'H-spiro[piperidine-4,5'-pyrrolo[1,2-b]pyrazol]-4'-yl)propane-2-sulfinamide